C(NC1=C(C=CC=C1CC)C)NC1=C(C=CC=C1CC)C methylenebis(2-methyl-6-ethyl-aniline)